ClC=1C=C(C=C2C=CC=NC12)C1=C(N=CC=N1)N1N(C(C=C1)C)CCN(CC)CC 6-(8-chloroquinolin-6-yl)-N2-(2-(diethylamino)ethyl)-5-(3-methyl-1H-pyrazol-1-yl)pyrazine